C(CCCCCCCCC)C1=C(C=CC=C1)O.[Na] sodium decylphenol